C=1(C(=CC=CC1)C#N)C(C)C cumenenitrile